2-(2-hydroxy-3(s)-methoxyphenyl)benzimidazole OC1=C(C=CC=C1OC)C=1NC2=C(N1)C=CC=C2